C(C1=CC=CC=C1)(=O)[C@H]1[C@@H](C12C(C1=CC=CC=C1C2=O)=O)C2=CC(=CC=C2)[N+](=O)[O-] (2S,3R)-2-benzoyl-3-(m-nitrophenyl)spiro[cyclopropane-1,2'-indene]-1',3'-dione